C(=CC)C(C(=O)O)CC(=O)O (propenyl)succinic acid